methyl 3-([1,1'-biphenyl]-2-ylethynyl)-1H-indole-5-carboxylate C1(=C(C=CC=C1)C#CC1=CNC2=CC=C(C=C12)C(=O)OC)C1=CC=CC=C1